FC(C)(F)C1=CC=C(C=C1)S(=O)(=O)N1N=C(C2=C(C=CC=C12)C([2H])([2H])[2H])N1CC(C(C1)(F)F)(F)F 1-[4-(1,1-difluoroethyl)phenyl]sulfonyl-3-(3,3,4,4-tetrafluoropyrrolidin-1-yl)-4-(trideuteriomethyl)indazole